ClC1=C(N=C(NC1=O)C1=CC(=NC=C1)F)N1C[C@H](OCC1)C 5-chloro-2-(2-fluoro-4-pyridinyl)-4-[(2R)-2-methylmorpholin-4-yl]-1H-pyrimidin-6-one